C(C)OC(CC(CN)C1=C(C(=CC(=C1Cl)Cl)F)OCC=C)=O 3-(2-(allyloxy)-5,6-dichloro-3-fluorophenyl)-4-aminobutyric acid ethyl ester